bis(5-amino-2-pyridinyl)-N,N'-di(tert-butoxycarbonyl) ethylenediamine tert-Butyl 6-(7-fluoro-1-tetrahydropyran-2-yl-indazol-5-yl)-3-methyl-3,4-dihydro-2H-pyridine-1-carboxylate FC=1C=C(C=C2C=NN(C12)C1OCCCC1)C1=CCC(CN1C(=O)OC(C)(C)C)C.NC=1C=CC(=NC1)N(CCN(C(=O)OC(C)(C)C)C1=NC=C(C=C1)N)C(=O)OC(C)(C)C